(3S)-morpholine-3-carboxylate N1[C@@H](COCC1)C(=O)[O-]